2-(3-(1-(2-hydroxyethyl)piperidin-4-yl)-1,2,4-oxadiazol-5-yl)anthracene-9,10-dione OCCN1CCC(CC1)C1=NOC(=N1)C1=CC=2C(C3=CC=CC=C3C(C2C=C1)=O)=O